Methyl 3-[3,6-dimethyl-8-[(1R)-1-[2-(methylcarbamoyl)anilino]ethyl]-4-oxo-chromen-2-yl]benzoate CC1=C(OC2=C(C=C(C=C2C1=O)C)[C@@H](C)NC1=C(C=CC=C1)C(NC)=O)C=1C=C(C(=O)OC)C=CC1